(3E)-6,6-dihexyloxy-1,3-hexadiene C(CCCCC)OC(C/C=C/C=C)OCCCCCC